ClC=1C=C2CCN(CC2=CC1NC=O)C(=O)OC(C)(C)C tert-Butyl 6-chloro-7-formamido-3,4-dihydroisoquinoline-2(1H)-carboxylate